(S)-N-(4-(7-methyl-8-(3-methylpiperazin-1-yl)-5-oxo-1,3,4,5-tetrahydro-2H-chromeno[3,4-c]pyridine-3-carbonyl)-2-(trifluoromethoxy)phenyl)methanesulfonamide CC1=C(C=CC2=C1OC(C=1CN(CCC12)C(=O)C1=CC(=C(C=C1)NS(=O)(=O)C)OC(F)(F)F)=O)N1C[C@@H](NCC1)C